4-[(4SR)-4-(4-chlorophenyl)azepan-1-yl]-1-methyl-2-oxo-1,2-dihydroquinoline-3-carbonitrile ClC1=CC=C(C=C1)[C@@H]1CCN(CCC1)C1=C(C(N(C2=CC=CC=C12)C)=O)C#N |r|